tris(2,2'-bipyridine) cobalt [Co].N1=C(C=CC=C1)C1=NC=CC=C1.N1=C(C=CC=C1)C1=NC=CC=C1.N1=C(C=CC=C1)C1=NC=CC=C1